O=C1OC(C=C1C12C(C(OC1=O)=O)C1=CC=CC=C1CC2)=O 1,3,3a,4,5,9b-hexahydro-2,5-dioxo-3-furyl-naphtho[1,2-c]furan-1,3-dione